5-(4-aminobutyl)-7-chloro-10-(3-hydroxypropyl)-5,10-dihydro-11H-dibenzo[b,e][1,4]diazepin-11-one NCCCCN1C2=C(N(C(C3=C1C=CC=C3)=O)CCCO)C=CC(=C2)Cl